BrC=1C=C2CC(NC(C2=C2C1C=CC=C2)=O)=O 6-bromo-1,3-dioxo-1H-benzisoquinoline